oxindoleacetate N1(C(CC2=CC=CC=C12)=O)CC(=O)[O-]